(R)-2-(1-(3-chlorophenyl)-1H-pyrazol-4-yl)-N-(3-((1R,2S)-2-fluorocyclopropyl)-1H-pyrazol-5-yl)propanamide ClC=1C=C(C=CC1)N1N=CC(=C1)[C@H](C(=O)NC1=CC(=NN1)[C@@H]1[C@H](C1)F)C